C(C)(C)N1C(=NN=C1)C1=CC=CC(=N1)NC(=O)NC=1SC=2CCC(NC2N1)S(=O)(=O)C=1C=NC=CC1 1-(6-(4-isopropyl-4H-1,2,4-triazol-3-yl)pyridin-2-yl)-3-(5-(pyridin-3-ylsulfonyl)-4,5,6,7-tetrahydrothiazolo[5,4]pyridin-2-yl)urea